2-((6-methoxypyridin-3-yl)methyl)-6-((2-methyl-2,3-dihydrobenzofuran-5-yl)sulfonyl)phthalazin COC1=CC=C(C=N1)CN1CC2=CC=C(C=C2C=N1)S(=O)(=O)C=1C=CC2=C(CC(O2)C)C1